C(C)(C)(C)OC(=O)N1C2CC(CC1CC2)([Se]C2=C(C=CC=C2)C(NC2=CC=CC=C2)=O)C 3-methyl-3-((2-(phenylcarbamoyl)phenyl)selanyl)-8-azabicyclo[3.2.1]octane-8-carboxylic acid tert-butyl ester